(3S)-7-(4-acryloylpiperazin-1-yl)-10-(5-chloro-2,4-difluorophenyl)-3-(methoxymethyl)-9-(trifluoromethyl)-2H-[1,4]thiazino[2,3,4-ij]quinazolin-5(3H)-one C(C=C)(=O)N1CCN(CC1)C1=NC(N2C3=C(C(=C(C=C13)C(F)(F)F)C1=C(C=C(C(=C1)Cl)F)F)SC[C@@H]2COC)=O